ClC=1C=NC=C(C1[C@@H](C)OC=1C=C2C(=NNC2=CC1)C1=NC2=C(N1)CN(C2)C(=O)NC)Cl (R)-2-(5-(1-(3,5-Dichloropyridin-4-yl)ethoxy)-1H-indazol-3-yl)-N-methyl-4,6-diHydropyrrolo[3,4-d]imidazole-5(1H)-carboxamide